C(C)(C)(C)C1=CC=C(C(=O)[O-])C=C1.C(C)(C)(C)C1=CC=C(C(=O)[O-])C=C1.[Al+2] aluminium bis(p-tert-butylbenzoate)